BrC=1C=C2C(CC(C2=CC1)C(C#N)C#N)=O 2-(5-bromo-3-oxo-2,3-dihydro-1H-inden-1-yl)malononitrile